(4R)-2-(sec-butyl)-4-ethyl-2,3,4,6,7,8-hexahydro-5H-chromen-5-one C(C)(CC)C1OC=2CCCC(C2[C@@H](C1)CC)=O